BrC=1SC=CC1C1=C(SC=C1)Br 2,2'-dibromo-3,3-bithiophene